S(=O)(=O)(O)C(C(=O)ONC)CC(=O)[O-] methylamino sulfosuccinate